4-(2-{5-chloro-2-oxo-1,2-dihydrospiro[indole-3,4'-piperidin]-1'-yl}ethoxy)-2-(difluoromethyl)benzamide ClC=1C=C2C(=CC1)NC(C21CCN(CC1)CCOC1=CC(=C(C(=O)N)C=C1)C(F)F)=O